S1C(=NC=C1)CN 1-(1,3-thiazol-2-yl)methan-amine